N-[(2-amino-3-chloroquinolin-7-yl)methyl]-2-cyclopropyl-N-(2-methanesulfonylpyridin-3-yl)-1,3-thiazole-5-carboxamide NC1=NC2=CC(=CC=C2C=C1Cl)CN(C(=O)C1=CN=C(S1)C1CC1)C=1C(=NC=CC1)S(=O)(=O)C